C1(=CC=CC=C1)OC(NC=1C2=CN(N=C2C=CC1)C)=NC#N.Br[As]N=N[As](Br)Br tribromoazoarsenic phenyl-N'-cyano-N-(2-methyl-2H-indazol-4-yl)carbamimidate